tert-butyl (S)-6-diazo-2-((S)-2-(2-(dimethylamino)acetamido)-3-(4-(trifluoromethyl)phenyl) propanamido)-5-oxohexanoate [N+](=[N-])=CC(CC[C@@H](C(=O)OC(C)(C)C)NC([C@H](CC1=CC=C(C=C1)C(F)(F)F)NC(CN(C)C)=O)=O)=O